C(CO)(=O)O.C(CCCC)(=O)NC1=CC=C2C(=N1)C(=CN2)C2=CCN1CCCC1C2 5-(pentanoyl)amino-3-(1,2,3,4,5,8-hexahydroindolizin-7-yl)pyrrolo[3,2-b]pyridine glycolate